O(C1=CC=CC=C1)C1=CC=C(C=C1)S(=O)(=O)CCCC1SC1 4-phenoxybenzenesulfonylpropylthiirane